C1(=C(C=CC=C1)C=1C(=C2C(=CC1)N=C1C=CC3=C4C=CC=CC4=NC3=C12)C1=CC=CC=2OC3=C(C21)C=CC=C3)C=3C(=CC=CC3)C3=CC=CC=C3 (terphenylyl)(dibenzofuranyl)Indolocarbazole